2-((4-(2-chlorophenyl)-2-oxo-2H-chromen-7-yl)oxy)-3-methoxy-N,N-dimethylpropanamide ClC1=C(C=CC=C1)C1=CC(OC2=CC(=CC=C12)OC(C(=O)N(C)C)COC)=O